8-bromo-6-(3-(trifluoromethyl)phenylsulfonyl)-4,4a,5,6-tetrahydro-1H-pyrazino[1,2-a]Quinoxaline-3(2H)-carboxylic acid benzyl ester C(C1=CC=CC=C1)OC(=O)N1CC2N(C3=CC=C(C=C3N(C2)S(=O)(=O)C2=CC(=CC=C2)C(F)(F)F)Br)CC1